tert-butyl (5-amino-6-bromopyridin-2-yl)carbamate NC=1C=CC(=NC1Br)NC(OC(C)(C)C)=O